NC=1N=C(SC1C(=O)C1=CC=C(OCC(=O)OCC)C=C1)N(C1=CC=C(C=C1)F)[C@@H](C(=O)N)C (R)-ethyl 2-[4-[4-amino-2-(4-fluoro-N-[2-amino-1-methyl-2-oxo-ethyl]anilino)thiazole-5-carbonyl]phenoxy]acetate